FC(OC=1C=C(C=CC1)C1(CC1)C=1NC(C=2CNCCCC2N1)=O)(F)F 2-(1-(3-(trifluoromethoxy)phenyl)cyclopropyl)-3,5,6,7,8,9-hexahydro-4H-pyrimido[5,4-c]azepin-4-one